indoletriformaldehyde N1C(=C(C=2C(=CC=CC12)C=O)C=O)C=O